NC1=NC=CC(=C1)C=1SC=C(N1)C(=O)NC1=CC2=CN(N=C2C=C1C1=CC=C(C=C1)F)CCC(C)(C)O 2-(2-Aminopyridin-4-yl)-N-(6-(4-fluorophenyl)-2-(3-hydroxy-3-methylbutyl)-2H-indazol-5-yl)thiazole-4-carboxamide